N-succinyl-5-aminoimidazole-4-carboxamide C1CC(=O)N(C1=O)C2=C(NC=N2)C(=O)N